O=C(CCCCCC(=O)[O-])CC 7-oxononanoate